2-(2-(2,2-diethoxyethoxy)ethoxy)ethan-1-ol C(C)OC(COCCOCCO)OCC